NN1C(=NC(=C1C(=O)N)C1=CC=C(C=C1)C(NC=1N=NC=CC1)=O)[C@H]1NCCCC1 (S)-1-amino-2-(piperidin-2-yl)-4-(4-(pyridazin-3-ylcarbamoyl)phenyl)-1H-imidazole-5-carboxamide